FC1=C(C=CC=C1F)NC1=CC(=NC=N1)N1CCC(CC1)N1CC2=CC=CC=C2CC1 trans-1-(6-((2,3-difluorophenyl)amino)pyrimidin-4-yl)-4-(3,4-dihydroisoquinolin-2(1H)-yl)piperidine